NC=1C(=C(C2=C(OCCO2)C1)C=1CCCN(CC1)C(=O)OC(C)(C)C)Cl tert-butyl 5-(7-amino-6-chloro-2,3-dihydro-1,4-benzodioxin-5-yl)-2,3,4,7-tetrahydroazepine-1-carboxylate